ClC=1C(=CC(=C(C1)C1(OCCO1)C)OCC)F 2-(5-chloro-2-ethoxy-4-fluorophenyl)-2-methyl-1,3-dioxolane